tert-butyl 3-((4-((3-chloro-2-fluorophenyl)amino)-6-nitroquinazolin-7-yl)ethynyl)pyrrolidine-1-carboxylate ClC=1C(=C(C=CC1)NC1=NC=NC2=CC(=C(C=C12)[N+](=O)[O-])C#CC1CN(CC1)C(=O)OC(C)(C)C)F